NCC=1N=NN(C1)CCNC=1C(=NON1)C(=NO)NC1=CC(=C(C=C1)F)Br 4-((2-(4-(aminomethyl)-1H-1,2,3-triazol-1-yl)ethyl)amino)-N-(3-bromo-4-fluorophenyl)-N'-hydroxy-1,2,5-oxadiazole-3-formamidine